C1(CC1)C=1N=CC=2C=C3C(=C(C2C1)S(=O)(=O)NCC(C)(C)F)CCC(C3)NC3=NN=CN3C=3N(N=C(C3)C)C 3-cyclopropyl-8-[[4-(2,5-dimethylpyrazol-3-yl)-1,2,4-triazol-3-yl]amino]-N-(2-fluoro-2-methyl-propyl)-6,7,8,9-tetrahydrobenzo[g]isoquinoline-5-sulfonamide